4-(4-{[4-(2-hydroxyethyl)piperazin-1-yl]methyl}phenyl)-6-(4-methoxyphenyl)-1,2-dihydropyrimidin-2-one OCCN1CCN(CC1)CC1=CC=C(C=C1)C1=NC(NC(=C1)C1=CC=C(C=C1)OC)=O